FC=1C=C(C=CC1)C(C(=O)N)C1=NC=CC(=C1)C(F)(F)F 2-(3-fluorophenyl)-2-(4-(trifluoromethyl)pyridine-2-yl)acetamide